FC1=C(C=CC(=C1)O)C1CCN(CC1)C(C)(C)C1CCN(CC1)C(=O)OC(C)(C)C tert-butyl 4-[1-[4-(2-fluoro-4-hydroxy-phenyl)-1-piperidyl]-1-methyl-ethyl]piperidine-1-carboxylate